6,7-diazaspiro[4.5]dec-9-ene-9-carboxamide C1CCCC12NNCC(=C2)C(=O)N